BrC1=CC=2N=CN=C(C2N=C1Cl)NC1=C(C=C(C(=C1)C)OC=1C=NC=C(C1)F)F 7-bromo-6-chloro-N-(2-fluoro-4-((5-fluoropyridin-3-yl)oxy)-5-methylphenyl)pyrido[3,2-d]pyrimidin-4-amine